C1(CC1)C1=NC(=CC(=N1)C(=O)NC1=CC(=CC=C1)[C@]([C@H](C1=NN=CN1C)F)(C)F)CN1CC(C1)(C)F 2-cyclopropyl-N-(3-((1S,2S)-1,2-difluoro-1-(4-methyl-4H-1,2,4-triazol-3-yl)propan-2-yl)phenyl)-6-((3-fluoro-3-methylazetidin-1-yl)methyl)pyrimidine-4-carboxamid